1-(6-bromo-7-nitro-3,4-dihydroisoquinolin-2(1H)-yl)-2,2,2-trifluoroethan-1-one BrC=1C=C2CCN(CC2=CC1[N+](=O)[O-])C(C(F)(F)F)=O